2-(1-bromoethyl)-3-(pyridine-3-yl)quinazoline BrC(C)C1N=C2C=CC=CC2=CN1C=1C=NC=CC1